ClC=1N=C2C(=C(C(N(C2=CC1)C)=O)C#N)N1CCC(CC1)NCC1=C(C=C(C=C1)Cl)O 6-chloro-4-[4-[(4-chloro-2-hydroxy-phenyl)methyl-amino]-1-piperidinyl]-1-methyl-2-oxo-1,5-naphthyridine-3-carbonitrile